(6Ar,10aR)-3-(4-chlorobutyl)-9-methyl-6-methylidene-6a,7,8,10a-tetrahydrobenzo[c]chromen-1-ol ClCCCCC=1C=C(C=2[C@H]3[C@H](C(OC2C1)=C)CCC(=C3)C)O